4-[5-(aminomethyl)pyrimidin-2-yl]-3-[6-(2,2-difluoroethoxy)-2-methylpyrimidin-4-yl]oxybenzonitrile NCC=1C=NC(=NC1)C1=C(C=C(C#N)C=C1)OC1=NC(=NC(=C1)OCC(F)F)C